5-chloro-2-(difluoromethyl)-N-((1r,4r)-4-((3-(5-(3-methyl-2-oxoimidazolidin-1-yl)pyridin-2-yl)-2-oxo-2,3-dihydro-1H-benzo[d]imidazol-1-yl)methyl)cyclohexyl)nicotinamide ClC=1C=NC(=C(C(=O)NC2CCC(CC2)CN2C(N(C3=C2C=CC=C3)C3=NC=C(C=C3)N3C(N(CC3)C)=O)=O)C1)C(F)F